FC=1C(NC(NC1)=O)=O 5-fluoro-2,4(1H,3H)-pyrimidinedione